O1OC=C1 dioxet